C(C=C)N(C1=NC(=NC(=N1)N)N)CC=C N2,N2-diallyl-melamine